3-((tert-butoxycarbonyl)amino)cyclobutyl 4-methylbenzenesulfonate CC1=CC=C(C=C1)S(=O)(=O)OC1CC(C1)NC(=O)OC(C)(C)C